CC1(OCC(O1)CN1C=NC=2N(C(NC(C12)=O)=O)C)C 7-((2,2-dimethyl-1,3-dioxolan-4-yl)methyl)-3-methyl-1H-purine-2,6(3h,7h)-dione